1,1'-di-tert-butylphosphino-ferrocene palladium dichloride [Pd](Cl)Cl.C(C)(C)(C)P[C-]1C=CC=C1.[C-]1(C=CC=C1)PC(C)(C)C.[Fe+2]